(2S,3S,4S,5R,6R)-2-(ethoxycarbonyl)-6-(2,2,2-trichloro-1-iminoethoxy)tetrahydro-2H-pyran-3,4,5-triyl triacetate C(C)(=O)O[C@@H]1[C@H](O[C@@H]([C@@H]([C@H]1OC(C)=O)OC(C)=O)OC(C(Cl)(Cl)Cl)=N)C(=O)OCC